O=C1NC(CCC1N1CCCC2=C(C=CC=C12)N1CCC(CC1)OC1CCN(CC1)C(=O)OC(C)(C)C)=O tert-butyl 4-[[1-[1-(2,6-dioxo-3-piperidyl)-3,4-dihydro-2H-quinolin-5-yl]-4-piperidyl]oxy]piperidine-1-carboxylate